C(#N)C1=NC=C(C=C1N)F (2-cyano-5-fluoropyridin-3-yl)ammonia